2-[4-(2-hydroxyethoxy)benzyl]-2-(dimethylamino)-1-(4-morpholinylphenyl)butan-1-one OCCOC1=CC=C(CC(C(=O)C2=CC=C(C=C2)N2CCOCC2)(CC)N(C)C)C=C1